FC(S(=O)(=O)OC1=CC(=CC2=CC=C(C(=C12)C#C[Si](C(C)C)(C(C)C)C(C)C)F)N=C(C1=CC=CC=C1)C1=CC=CC=C1)(F)F 3-[(diphenylmethylidene)amino]-7-fluoro-8-[2-(triisopropylsilyl)ethynyl]naphthalen-1-yl trifluoromethanesulfonate